5-bromo-3,3-dimethyl-2,3-dihydroacridin-4(1H)-one BrC1=C2N=C3C(C(CCC3=CC2=CC=C1)(C)C)=O